6-bromo-N-(2-methoxyethyl)-N-methylpyrazin-2-amine BrC1=CN=CC(=N1)N(C)CCOC